C/C(=C/1\\C(=O)[C@@H]2[C@@H]3[C@@H](CC4=C5C3=CNC5=CC=C4)C(N2C1=O)(C)C)/O The molecule is a member of alpha-cyclopiazonic acids. It is a conjugate acid of an alpha-cyclopiazonate. It is a tautomer of a (6aR,11aS,11bR)-10-acetyl-11-hydroxy-7,7-dimethyl-2,6,6a,7,11a,11b-hexahydro-9H-pyrrolo[1',2':2,3]isoindolo[4,5,6-cd]indol-9-one.